C(CCCCCCCCCCC)N1CCN(CC1)CCC(CO)O 4-(4-dodecyl-1-piperazinyl)-1,2-butanediol